(S)-3-(6-(6-(dimethylamino)-4-methoxypyridin-2-yl)-4-((3-(trifluoromethyl)phenyl)sulfonyl)-3,4-dihydro-2H-benzo[b][1,4]oxazin-2-yl)propanoic acid CN(C1=CC(=CC(=N1)C1=CC2=C(O[C@H](CN2S(=O)(=O)C2=CC(=CC=C2)C(F)(F)F)CCC(=O)O)C=C1)OC)C